BrC(C1=CC=C(S1)C1=NOC(=N1)C(F)(F)F)Br 3-[5-(dibromomethyl)-2-thienyl]-5-(trifluoromethyl)-1,2,4-oxadiazole